ethyl (2R,3R)-5-((E)-3-ethoxy-3-oxoprop-1-en-1-yl)-2-(4-hydroxyphenyl)-2,3-dihydrobenzofuran-3-carboxylate C(C)OC(/C=C/C=1C=CC2=C([C@H]([C@@H](O2)C2=CC=C(C=C2)O)C(=O)OCC)C1)=O